CC1=NN=C2SC(C(NN21)C2=CC=C(C=C2)O)C(C2=CC=CC=C2)=O 3-methyl-6-(4-hydroxyphenyl)-7-benzoyl-6,7-dihydro-5H-[1,2,4]triazolo[3,4-b][1,3,4]thiadiazine